C1=CC=NC(=C1)C2C=CSS2 pyridyldithiol